(4-(4-(2,6-difluorobenzyl)-5-oxo-4,5-dihydro-1H-1,2,4-triazol-1-yl)-2-fluorobenzyl)-2,5-dimethyl-1H-imidazole-4-carboxylic acid FC1=C(CN2C=NN(C2=O)C2=CC(=C(CN3C(=NC(=C3C)C(=O)O)C)C=C2)F)C(=CC=C1)F